4-oxo-4H-chromen-3-carboxamide O=C1C(=COC2=CC=CC=C12)C(=O)N